BrC=1C=C(C=C(C1)C(C)(C)C)[C@H](CC(=O)OC)CN1CC2(C1)C(CN(CC2)CC2=NC=1NCCCC1C=C2)(F)F methyl (S)-3-(3-bromo-5-(tert-butyl)phenyl)-4-(5,5-difluoro-7-((5,6,7,8-tetrahydro-1,8-naphthyridin-2-yl)methyl)-2,7-diazaspiro[3.5]nonan-2-yl)butanoate